1-(6,7-dimethoxyquinazolin-4-yl)-N3-(4-((S)-3-(dimethylamino)pyrrolidin-1-yl)phenyl)-1H-1,2,4-triazole-3,5-diamine COC=1C=C2C(=NC=NC2=CC1OC)N1N=C(N=C1N)NC1=CC=C(C=C1)N1C[C@H](CC1)N(C)C